1-(2-hydroxyethyl)-1-methylguanidine dihydrogen phosphate P(=O)(O)(O)O.OCCN(C(=N)N)C